C(C1=CC=CC=C1)O[C@H]1[C@@H](O[C@@H]([C@@H]([C@@H]1OCC1=CC=CC=C1)OCC1=CC=CC=C1)COCCOCCOCCN=[N+]=[N-])O[C@H]1[C@@H]([C@H]([C@H](OCC2=CC=CC=C2)O[C@@H]1COCC1=CC=CC=C1)NC(C)=O)OCC1=CC=CC=C1 Benzyl 2,3,4-tri-O-benzyl-6-O-2-[2-(2-azidoethoxy)ethoxy]ethyl-β-D-galactopyranosyl-(1→4)-2-acetamido-3,6-di-O-benzyl-2-deoxy-β-D-glucopyranoside